(6S)-6-{2-Chloro-3-[(6-methyl-pyridin-3-yl)amino]phenyl}-2-imino-6-methyl-3-[(2S*,4R*)-2-methyltetrahydropyran-4-yl]-hexahydropyrimidin-4-one ClC1=C(C=CC=C1NC=1C=NC(=CC1)C)[C@@]1(CC(N(C(N1)=N)[C@H]1C[C@@H](OCC1)C)=O)C |o1:22,24|